NCC(C1CC1)NC(=O)C=1NC2=C(C(=C(C=C2C1)Cl)F)F N-(2-Amino-1-cyclopropylethyl)-5-chloro-6,7-difluoro-1H-indole-2-carboxamide